(R)-8-(2-ethylpiperazin-1-yl)-5-methyl-6-oxo-5,6-dihydro-1,5-naphthyridine-2-carbonitrile C(C)[C@H]1N(CCNC1)C1=CC(N(C=2C=CC(=NC12)C#N)C)=O